ClC=1C=C2C(=NNC2=CC1)NCC1=C(C=C(C=C1)B1OC(C(O1)(C)C)(C)C)F 5-chloro-N-(2-fluoro-4-(4,4,5,5-tetramethyl-1,3,2-dioxaborolan-2-yl)benzyl)-1H-indazol-3-amine